5-chloro-1,3-diphenyl-1H-pyrazole-4-carbaldehyde ClC1=C(C(=NN1C1=CC=CC=C1)C1=CC=CC=C1)C=O